(((4-methoxybenzyl)(methyl)amino)methyl)-2-methylbenzofuran-7-ol COC1=CC=C(CN(C)CC2=C(OC3=C2C=CC=C3O)C)C=C1